3,4-dimethoxy-β-phenyl-ethylamine COC=1C=C(C=CC1OC)CCN